N(=[N+]=[N-])CC(=O)Cl 2-azidoacetylchloride